CC1=C(C(=CC=C1)C)NC1=NN(C2=NC(=NC=C21)NC2=CC=C1CCN(CC1=C2)C(CCOCCOCCOCCOCCNC(OC(C)(C)C)=O)=O)C tert-butyl (15-(7-((3-((2,6-dimethylphenyl)amino)-1-methyl-1H-pyrazolo[3,4-d]pyrimidin-6-yl)amino)-3,4-dihydroisoquinolin-2(1H)-yl)-15-oxo-3,6,9,12-tetraoxapentadecyl)carbamate